O([C@H]1[C@@H](O)[C@@H](O)[C@H](O)[C@H](O1)CO)[C@H]1[C@H](O)[C@@H](O)[C@H](O)[C@H](O1)CO [beta-D-glucopyranosyl-(1-3)] beta-D-mannopyranoside